m-methoxythiophenol COC=1C=C(C=CC1)S